COC1=C(C=C(C=C1)C1=COC2=C(C1=O)C=CC(=C2)OCCC(=O)OCC)OCCC(=O)OCC 3-(4-methoxy-3-(ethoxycarbonylethoxy)phenyl)-7-(ethoxycarbonylethoxy)-4H-benzopyran-4-one